(3R)-3-[7-(difluoromethoxy)-1,4-dimethyl-1H-benzotriazol-5-yl]-3-[7-(hydroxymethyl)-1-benzothien-5-yl]propionic acid ethyl ester C(C)OC(C[C@H](C=1C=C(C2=C(C=CS2)C1)CO)C1=C(C2=C(N(N=N2)C)C(=C1)OC(F)F)C)=O